4-[[2-(4-chloro-3-hydroxy-phenyl)acetyl]amino]-N-(1,1-dimethylprop-2-ynyl)pyridine-2-carboxamide ClC1=C(C=C(C=C1)CC(=O)NC1=CC(=NC=C1)C(=O)NC(C#C)(C)C)O